C(C1=CC=CC=C1)C(C(=O)OC)C(=O)NC1=CC=C(C=C1)S(NC(C)(C)C)(=O)=O methyl 2-benzyl-3-((4-(N-(tert-butyl) sulfamoyl) phenyl) amino)-3-oxopropanoate